(S)-3-(6-(3-Benzylpiperazin-1-yl)-1-methyl-1H-pyrazolo[3,4-d]pyrimidin-3-yl)-2,6-difluoro-5-(trifluoromethyl)phenol hydrochloride Cl.C(C1=CC=CC=C1)[C@H]1CN(CCN1)C1=NC=C2C(=N1)N(N=C2C=2C(=C(C(=C(C2)C(F)(F)F)F)O)F)C